methoxy-3-methylbutan COCCC(C)C